C(#C)[C@@H]1CCC2=NN=C(N21)C2=CC=CC(=N2)N (S)-6-(5-ethynyl-6,7-dihydro-5H-pyrrolo[2,1-c][1,2,4]triazol-3-yl)pyridin-2-amine